(S)-2-((3-cyanopyrazin-2-yl)amino)-4-((4-(5,6,7,8-tetrahydro-1,8-naphthyridin-2-yl)butyl)(2-(2,2,2-trifluoroethoxy)ethyl)amino)butanoic acid C(#N)C=1C(=NC=CN1)N[C@H](C(=O)O)CCN(CCOCC(F)(F)F)CCCCC1=NC=2NCCCC2C=C1